CN1C=NC(=C1)NC=1C2=C(N=C(N1)N1[C@@H](CCC1)CO)C=CO2 (S)-(1-(4-((1-methyl-1H-imidazol-4-yl)amino)furo[3,2-d]pyrimidin-2-yl)pyrrolidin-2-yl)methanol